2,4-dimethyl-anthranilic acid CC1(C(C(=O)O)C=CC(=C1)C)N